1,3-Dicyclohexylimidazolium tetrafluoroborate F[B-](F)(F)F.C1(CCCCC1)N1C=[N+](C=C1)C1CCCCC1